CC1=NOC(=C1C1=CC(=C(C=C1)NC1CC2(COC2)C1)[N+](=O)[O-])C N-(4-(3,5-Dimethylisoxazol-4-yl)-2-nitrophenyl)-2-oxaspiro[3.3]heptane-6-amine